((S)-6,8-dichloro-1-methyl-3,4-dihydroisoquinolin-2(1H)-yl)((5R)-5-methylpyrrolidin-3-yl)methanone ClC=1C=C2CCN([C@H](C2=C(C1)Cl)C)C(=O)C1CN[C@@H](C1)C